CNC(=O)C=1N=C(C2=CC=C(C=C2C1)C1CCOCC1)N1CCCC2=CC(=C(C=C12)C(F)F)C=1C=NN(C1)C 1-[7-difluoromethyl-6-(1-methyl-1H-pyrazol-4-yl)-3,4-dihydro-2H-quinolin-1-yl]-6-(tetrahydro-pyran-4-yl)-isoquinoline-3-carboxylic acid methylamide